FC1=C(C(=O)N(C2CNCCC2)C2=NC=CC=C2C)C=CC(=C1)N1CCOCC1 2-fluoro-N-(3-methylpyridin-2-yl)-4-morpholino-N-(piperidin-3-yl)benzamide